S(=O)(=O)(C1=CC=C(C=C1)OCCOC1=C(C2=CC=CC=C2C=C1)C1=C(C=CC2=CC=CC=C12)OCCO)C1=CC=C(C=C1)OCCOC1=C(C2=CC=CC=C2C=C1)C1=C(C=CC2=CC=CC=C12)OCCO 2,2'-{sulfonylbis[(4,1-phenylene)oxyethane-2,1-diyloxy[1,1'-binaphthalene]-2',2-diyloxy]}di(ethan-1-ol)